OC(C(=O)[O-])CCC 2-Hydroxyvalerate